Sodium 4-(2,3,3-Trimethylbutan-2-yl)benzenesulfonate CC(C)(C(C)(C)C)C1=CC=C(C=C1)S(=O)(=O)[O-].[Na+]